2-(((1R)-1-(2-cyano-3-(3-hydroxy-3-methylpiperidin-1-yl)-7-methylquinoxalin-5-yl)ethyl)amino)benzoic acid C(#N)C1=NC2=CC(=CC(=C2N=C1N1CC(CCC1)(C)O)[C@@H](C)NC1=C(C(=O)O)C=CC=C1)C